O1COC2=C1C=CC(=C2)/C=C/C(=O)N(CCCSC)CC (E)-3-(1,3-benzodioxol-5-yl)-N-ethyl-N-(3-methylsulfanylpropyl)prop-2-enamide